4-(4-(4-isopropyl-5-(8-methyl-[1,2,4]triazolo[1,5-a]pyridin-6-yl)-1-((2-(trimethylsilyl)ethoxy)methyl)-1H-pyrazol-3-yl)phenyl)piperidine-1-carboxylate C(C)(C)C=1C(=NN(C1C=1C=C(C=2N(C1)N=CN2)C)COCC[Si](C)(C)C)C2=CC=C(C=C2)C2CCN(CC2)C(=O)[O-]